CNCC(=O)NCC(=O)[O-] methyl-glycylglycinate